2-methyl-2-[5-[3-amino-1-[[4-[5-(difluoromethoxy)-2-pyridyl]phenyl]methyl]-5,5,7-trifluoro-2-oxo-3,4-dihydro-1-benzazepin-8-yl]-1,3,4-oxadiazol-2-yl]propanenitrile CC(C#N)(C)C=1OC(=NN1)C1=CC2=C(C(CC(C(N2CC2=CC=C(C=C2)C2=NC=C(C=C2)OC(F)F)=O)N)(F)F)C=C1F